5-benzyloxy-2-bromo-4-iodo-pyridine C(C1=CC=CC=C1)OC=1C(=CC(=NC1)Br)I